ethyl 5-bromopyrazolo[1,5-a]pyridine-7-carboxylate BrC1=CC=2N(C(=C1)C(=O)OCC)N=CC2